3,4-dihydronaphthalene C1=CCCC2=CC=CC=C12